3-(1H-pyrazol-4-yl)-2,5-dihydropyrrole-1-carboxylic acid tert-butyl ester C(C)(C)(C)OC(=O)N1CC(=CC1)C=1C=NNC1